CN1C=NC2=C1C(=CC=C2)C 3,4-dimethyl-benzimidazole